C1(=CC=CC=C1)NC1=CC=CC(=N1)N1C[C@@H]2C([C@@H]2C1)C1=C(C(=O)N)C=CC=C1 ((1R,5S,6s)-3-(6-(phenylamino)pyridinyl)-3-azabicyclo[3.1.0]hex-6-yl)benzamide